N-(1-(2-methoxyethyl)-1H-pyrazolo[3,4-b]pyridin-6-yl)-2-(6-azaspiro[2.5]oct-6-yl)benzamide COCCN1N=CC=2C1=NC(=CC2)NC(C2=C(C=CC=C2)N2CCC1(CC1)CC2)=O